C(C1=CC=CC=C1)[C@H](COC=1C=NC2=CC=CC=C2C1C(=O)O)NC([C@H](N(C([C@H](N(C(OCC=C)=O)C)CC(C)C)=O)C)C1CCCC1)=O 3-(((2r,5r,8r)-2-benzyl-5-cyclopentyl-8-isobutyl-6,9-dimethyl-4,7,10-trioxo-11-oxa-3,6,9-triaza-tetradec-13-en-1-yl)oxy)quinoline-4-carboxylic acid